(S)-5-(2,6-dichloro-4-(6-(difluoromethyl)-3,5-dioxo-4,5-dihydro-1,2,4-triazin-2(3H)-yl)phenoxy)-2-hydroxy-N-(1-(methylsulfonyl)pyrrolidin-3-yl)benzenesulfonamide ClC1=C(OC=2C=CC(=C(C2)S(=O)(=O)N[C@@H]2CN(CC2)S(=O)(=O)C)O)C(=CC(=C1)N1N=C(C(NC1=O)=O)C(F)F)Cl